C(C1=CC=CC=C1)NC1=C(C=C2N=C3C=CC=CC3=NC2=C1)O 8-(benzylamino)phenazin-7-ol